CC1=C(CNC=2C=3N(C=C(C2)NC(C(F)F)=O)C(=C(N3)C)C)C(=CC=C1)C N-(8-((2,6-dimethylbenzyl)amino)-2,3-dimethylimidazo[1,2-a]pyridin-6-yl)-2,2-difluoroacetamide